4-cyano-N-(1-(4-(6-(difluoromethoxy)-4-methylpyridin-3-yl)phenyl)cyclobutyl)benzamide C(#N)C1=CC=C(C(=O)NC2(CCC2)C2=CC=C(C=C2)C=2C=NC(=CC2C)OC(F)F)C=C1